P(=O)(OC[N+]1=C(C(=CC=C1)C1=CC(=NO1)CC=1C=NC(=CC1)OCC=1SC(=CC1)Cl)N)(O)[O-] (2-amino-3-(3-((6-((5-chlorothiophen-2-yl)methoxy)pyridin-3-yl)methyl)isoxazol-5-yl)pyridin-1-ium-1-yl)methyl hydrogen phosphate